4-methylphenyl-propargyl alcohol acetate C(C)(=O)OC(C#C)C1=CC=C(C=C1)C